(S)-1-(1-(2-hydroxy-4-(trifluoromethyl)phenyl)pyrido[3,4-d]pyridazin-4-yl)-3-methylpyrrolidin-3-ol OC1=C(C=CC(=C1)C(F)(F)F)C1=C2C(=C(N=N1)N1C[C@](CC1)(O)C)C=NC=C2